N-(3-((2-bromo-4-(perfluoropropane-2-yl)-6-(trifluoromethyl)phenyl)carbamoyl)-2-fluorophenyl)-N-methyl-2-naphthoamide BrC1=C(C(=CC(=C1)C(C(F)(F)F)(C(F)(F)F)F)C(F)(F)F)NC(=O)C=1C(=C(C=CC1)N(C(=O)C1=CC2=CC=CC=C2C=C1)C)F